FC1(OC2=C(O1)C=CC(=C2)N(C(=O)C=2C=C(C=CC2)N2N=C(C=1CCC[C@@H](C21)OC=2C=CC(=NC2)C(=O)OC)C(F)(F)F)C)F |o1:26| (S) or (R)-Methyl 5-[[1-[3-[(2,2-difluoro-1,3-benzodioxol-5-yl)-methyl-carbamoyl]phenyl]-3-(trifluoromethyl)-4,5,6,7-tetrahydroindazol-7-yl]oxy]pyridine-2-carboxylate